FC(C=1C(=C(C=CC1)[C@@H](C)NC1=NC=2N(C3=CC(=C(C=C13)C=1C=CC(N(C1)C)=O)OC)N=CC2)F)F (R)-5-(5-((1-(3-(difluoromethyl)-2-fluorophenyl)ethyl)amino)-8-methoxypyrazolo[1,5-a]quinazolin-7-yl)-1-methylpyridin-2(1H)-one